ClC1=C(C=C(OCC(=O)NC23C(CC(CC2)(CC3)NC(CC3=CC(=NO3)C)=O)O)C=C1)F 2-(4-chloro-3-fluorophenoxy)-N-{2-hydroxy-4-[2-(3-methyl-1,2-oxazol-5-yl)acetylamino]bicyclo[2.2.2]octan-1-yl}acetamide